monoethyl-trichlorotin C(C)[Sn](Cl)(Cl)Cl